C(C)(C)(C)OC(=O)N1CCC(CC1)C1=CC=C(C=C1)NC1=NC(=CN=C1C(N)=O)N1CCOCC1 4-[4-[(3-carbamoyl-6-morpholinyl-pyrazin-2-yl)amino]phenyl]piperidine-1-carboxylic acid tert-butyl ester